ClC=1C=C(C=C(C1)Cl)N1CCN(CC1)S(=O)(=O)C1=CC=C(C=C1)NC(NCC=1C=NC=CC1)=O 3-{4-[4-(3,5-dichlorophenyl)piperazine-1-sulfonyl]phenyl}-1-(pyridin-3-ylmethyl)urea